2-(1-(3-bromo-4-((1-(pyrimidin-2-ylmethyl)piperidin-4-yl)-methoxy)phenyl)-2,2-difluoroethyl)isoindoline BrC=1C=C(C=CC1OCC1CCN(CC1)CC1=NC=CC=N1)C(C(F)F)N1CC2=CC=CC=C2C1